BrC=1C=C(C=CC1)C1(CC(C1)=C)C(=O)NN 1-(3-bromophenyl)-3-methylene-cyclobutanecarbohydrazide